dithiopyrophosphate [O-]P([O-])(=S)OP(=S)([O-])[O-]